7-(5-(8-(2-methoxyphenyl)-7,8-dihydro-6H-cyclopenta[4,5]imidazo[1,2-b]pyridazin-2-yl)pyrimidin-2-yl)hexahydroimidazo[1,5-a]pyrazine-3(2H)-one COC1=C(C=CC=C1)C1CCC=2N=C3N(N=C(C=C3)C=3C=NC(=NC3)N3CC4N(CC3)C(NC4)=O)C21